4-(3-chloropropoxy)-5-methoxy-2-nitrobenzoic acid methyl ester COC(C1=C(C=C(C(=C1)OC)OCCCCl)[N+](=O)[O-])=O